[2-(2-aminophenyl)phenyl]palladium (II) NC1=C(C=CC=C1)C1=C(C=CC=C1)[Pd+]